4-cyclopropoxy-5-fluoro-2-nitrobenzonitrile C1(CC1)OC1=CC(=C(C#N)C=C1F)[N+](=O)[O-]